3-(4-(2-(trifluoromethyl)phenyl)piperidine-1-carbonyl)-1,4,6,7-tetrahydro-5H-pyrazolo[4,3-c]pyridine-5-carboxylic acid tert-butyl ester C(C)(C)(C)OC(=O)N1CC2=C(CC1)NN=C2C(=O)N2CCC(CC2)C2=C(C=CC=C2)C(F)(F)F